OCC=1NC=C(C(C1)=O)OC([2H])([2H])[2H] 2-(Hydroxymethyl)-5-(methoxy-d3)pyridin-4(1H)-one